S1C(=CC=C1)C(=O)S(=O)(=O)C(=O)C=1SC=CC1 thiopheneformylsulfone